FC(CN1N=CC=2N(C(N([C@@H](C21)C)C2CCN(CC2)C2=C(C=CC=C2C)F)=O)CC2=C(C=CC=C2)C(F)(F)F)(C)F |o1:10| (R)- or (S)-1-(2,2-Difluoro-propyl)-6-[1-(2-fluoro-6-methyl-phenyl)-piperidin-4-yl]-7-methyl-4-(2-trifluoromethyl-benzyl)-1,4,6,7-tetrahydro-pyrazolo[4,3-d]pyrimidin-5-one